O=C1N(CC2=C(C=CC=C12)SCC=1OC(=CC1)CNC1C2(CCC(C1)C2(C)C)C)C2C(NC(CC2)=O)=O 3-(1-oxo-4-(((5-(((1,7,7-trimethylbicyclo[2.2.1]heptan-2-yl)amino)methyl)furan-2-yl)methyl)thio)isoindolin-2-yl)piperidine-2,6-dione